N,N-dimethyl-2-[3-methyl-2-oxo-6-[2-(trifluoromethyl)thiazol-5-yl]imidazo[4,5-b]pyridin-1-yl]acetamide CN(C(CN1C(N(C2=NC=C(C=C21)C2=CN=C(S2)C(F)(F)F)C)=O)=O)C